O.CC(CCC(=O)O)C 4-methylpentanoic acid monohydrate